2-(3,6-dichloropyridine-2-yl)-1-methyl-5-(trifluoromethyl)benzoimidazole ClC=1C(=NC(=CC1)Cl)C1=NC2=C(N1C)C=CC(=C2)C(F)(F)F